C(CCCCCC(C)(C)C)(=O)[O-].[Zn+2].C(CCCCCC(C)(C)C)(=O)[O-] Zinc neodecanoat